N1(CCCCC1)C(N)=N piperidine-1-carboximidamide